(3,5-dicyclohexyl-phenyl)methylamine C1(CCCCC1)C=1C=C(C=C(C1)C1CCCCC1)CN